tert-butyl (2-(4-(2-((tert-butyldimethylsilyl)oxy)propan-2-yl)-6-chloro-5-fluoropyridin-2-yl)-2-(1-fluorocyclopropyl)-2-hydroxyethyl)carbamate [Si](C)(C)(C(C)(C)C)OC(C)(C)C1=CC(=NC(=C1F)Cl)C(CNC(OC(C)(C)C)=O)(O)C1(CC1)F